5-[2-fluoro-6-hydroxy-4-(6-hydroxy-3-pyridinyl)phenyl]-1,1-dioxo-1,2,5-thiadiazolidin-3-one FC1=C(C(=CC(=C1)C=1C=NC(=CC1)O)O)N1CC(NS1(=O)=O)=O